C(C1=CC=CC=C1)N1C=2C=CC(=CC2C=2C=C3C(=C(C12)C)C=CN=C3)OCCN3CCOCC3 4-(2-((6-benzyl-5-methyl-6H-pyrido[4,3-b]carbazol-9-yl)oxy)ethyl)morpholine